C(C)(C)C1CCC2C3(CCCC(C3CCC2C1)(C(=O)OC)C)C methyl 7-isopropyl-1,4a-dimethyltetradecahydrophenanthrene-1-carboxylate